CC=1C=C(C=CC1)S(=O)(=O)NC=1C=C(C=C(C(=O)N)C1)C(=O)N(C1=CC(=CC=C1)C)C1=CC(=CC=C1)C 5-(N-3-methylphenyl-sulfonylamino)-(N',N'-bis-(3-methylphenyl))-isophthalic acid-diamide